(3S)-1-(3-(5-ethyl-6-oxo-1,6-dihydropyrimidin-2-yl)cyclopent-2-en-1-yl)pyrrole C(C)C1=CN=C(NC1=O)C1=CC(CC1)N1C=CC=C1